ethyl 2-bromopropionate BrC(C(=O)OCC)C